2-methyl-6,6-bis(4-sulfonatobutyl)-9,12,15,18-tetraoxa-6-aza-2-silahenicosan-6-ium-21-oate C[SiH](C)CCC[N+](CCOCCOCCOCCOCCC(=O)[O-])(CCCCS(=O)(=O)[O-])CCCCS(=O)(=O)[O-]